3',6,8-tribromo-7-hydroxy-4'-methoxyisoflavone BrC=1C=C(C2=COC3=C(C(=C(C=C3C2=O)Br)O)Br)C=CC1OC